[N+](=O)([O-])C1=C(C=CC=C1)N1C=CC=C1 (2-nitrophenyl)-1H-pyrrole